2-[(2R)-2-[2-[4-[5-[tert-butyl(dimethyl)silyl]oxy-1-tetrahydropyran-2-yl-indazol-3-yl]pyrazol-1-yl]ethoxy]propoxy]ethanol [Si](C)(C)(C(C)(C)C)OC=1C=C2C(=NN(C2=CC1)C1OCCCC1)C=1C=NN(C1)CCO[C@@H](COCCO)C